6-Chloro-3-[(1R)-1-[3,6-dimethyl-2-[1-(2-methylsulfonylethyl)pyrazol-4-yl]-4-oxo-chromen-8-yl]ethoxy]pyridine-2-sulfonamide ClC1=CC=C(C(=N1)S(=O)(=O)N)O[C@H](C)C=1C=C(C=C2C(C(=C(OC12)C=1C=NN(C1)CCS(=O)(=O)C)C)=O)C